3-methyl-1-(tritylthio)-1-butyne CC(C#CSC(C1=CC=CC=C1)(C1=CC=CC=C1)C1=CC=CC=C1)C